methyl-stearyl-oxygen COCCCCCCCCCCCCCCCCCC